ClC1=CC=C(C=C1)C=1N=C(C(=NC1)C(=O)O)C=1C=NN(C1)C 5-(4-chlorophenyl)-3-(1-methyl-1H-pyrazol-4-yl)pyrazine-2-carboxylic acid